(R)-2-chloro-N-(7-(8-ethyl-2-((piperidin-3-ylmethyl)amino)quinazolin-6-yl)pyrrolo[2,1-f][1,2,4]triazin-4-yl)benzenesulfonamide ClC1=C(C=CC=C1)S(=O)(=O)NC1=NC=NN2C1=CC=C2C=2C=C1C=NC(=NC1=C(C2)CC)NC[C@H]2CNCCC2